[3,3'-bipyridine] 1-oxide [N+]1(=CC(=CC=C1)C=1C=NC=CC1)[O-]